N-(4-(4-amino-7-(2,2-difluoroethyl)-7H-pyrrolo[2,3-d]pyrimidin-5-yl)phenyl)-5-(4-fluorophenyl)-1-isopropyl-4-oxo-1,4-dihydropyridazine-3-carboxamide NC=1C2=C(N=CN1)N(C=C2C2=CC=C(C=C2)NC(=O)C2=NN(C=C(C2=O)C2=CC=C(C=C2)F)C(C)C)CC(F)F